3-(6,8-dimethyl-1,2,3,4-tetrahydroquinolin-2-yl)propionic acid methyl ester COC(CCC1NC2=C(C=C(C=C2CC1)C)C)=O